(R)-2-amino-N4,N4-dimethyl-N1-((R)-4-phenyl-1-(4,4,5,5-tetramethyl-1,3,2-dioxaborol-2-yl)butyl)succinamide hydrochloride Cl.N[C@@H](C(=O)N[C@@H](CCCC1=CC=CC=C1)B1OC(C(O1)(C)C)(C)C)CC(=O)N(C)C